Pyridine-3-Carboxylate N1=CC(=CC=C1)C(=O)[O-]